5-chloro-2-(2-((dimethylamino)methyl)morpholino)pyridin-4-amine ClC=1C(=CC(=NC1)N1CC(OCC1)CN(C)C)N